COC1=CC(=NC2=CC=CC=C12)[C@H]1[C@@H](C1)C1=NC=CC(=N1)C |r| 4-methoxy-2-((1RS,2RS)-2-(4-methylpyrimidin-2-yl)cyclopropyl)quinoline